phenyl methyl-phenyl ether CC1=C(C=CC=C1)OC1=CC=CC=C1